BrC1=CC(=C(C=C1)N[C@@H]1C[C@H](C1)O)[N+](=O)[O-] (trans)-3-((4-bromo-2-nitrophenyl)amino)cyclobutanol